BrCCCCCCCC(=O)OCC(CCCCCCCCC)CCCCCCCCC 2-nonylundecyl 8-bromooctanoate